tert-butyl (2S,6S)-4-(7-(N-(1-cyanocyclopropyl) sulfamoyl)-9-(5-(difluoromethyl)-1,3,4-thiadiazol-2-yl)-9H-pyrimido[4,5-b]indol-4-yl)-2,6-dimethylpiperazine-1-carboxylate C(#N)C1(CC1)NS(=O)(=O)C1=CC=C2C3=C(N(C2=C1)C=1SC(=NN1)C(F)F)N=CN=C3N3C[C@@H](N([C@H](C3)C)C(=O)OC(C)(C)C)C